(R,Z)-3-((5-(bicyclo[1.1.1]pentan-1-yl)-3-butyl-2-methyl-1,1-dioxido-7-(piperidin-1-yl)-2,3,4,5-tetrahydrobenzo[f][1,2,5]thiadiazepin-8-yl)oxy)-2-fluoroacrylic acid C12(CC(C1)C2)N2C[C@H](N(S(C1=C2C=C(C(=C1)O\C=C(\C(=O)O)/F)N1CCCCC1)(=O)=O)C)CCCC